(2R)-2-fluoropropan-1-amine hydrochloride Cl.F[C@@H](CN)C